tert-butyl (S)-5-amino-5-oxo-4-(1-oxo-5-(((S)-pyrrolidin-3-yl)oxy)isoindolin-2-yl)-pentanoate NC([C@H](CCC(=O)OC(C)(C)C)N1C(C2=CC=C(C=C2C1)O[C@@H]1CNCC1)=O)=O